tert-butyl 3,3-bis(bromomethyl)piperidine-1-carboxylate BrCC1(CN(CCC1)C(=O)OC(C)(C)C)CBr